N1(CCCC1)P(N1CCCC1)N1CCCC1 tris(1-pyrrolidinyl)phosphine